C1(=CC=CC2=CC=CC=C12)C=C1C=C(C(C(=C1)C(C)(C)C)=O)C(C)(C)C 4-naphthylmethylene-2,6-di-tert-butyl-2,5-cyclohexadien-1-one